C(C)C1=NC(=NC=N1)C ethyl-methyl-s-triazine